7-fluoro-3,3-dimethyl-2,3-dihydrobenzofuran FC1=CC=CC=2C(COC21)(C)C